FC(COC1(CCNCC1)C(F)(F)F)F 4-(2,2-difluoroethoxy)-4-(trifluoromethyl)piperidine